2-dimethylamino-2-(4-methylbenzyl)-1-(4-morpholinylphenyl)-1-butanone CN(C(C(=O)C1=CC=C(C=C1)N1CCOCC1)(CC)CC1=CC=C(C=C1)C)C